FC1=C(C=C2C=C(C=NC2=C1)C=1C=NN(C1)C)C(C)N1C(=NC=2C1=NC(=CN2)N[C@@H](C)C2=CC(=CC=C2)F)C (1S)-1-(1-(7-fluoro-3-(1-methyl-1H-pyrazol-4-yl)quinolin-6-yl)ethyl)-2-methyl-N-((S)-1-(3-fluoro-phenyl)-ethyl)-1H-imidazo[4,5-b]pyrazin-6-amine